6-[8-(1,3-benzothiazol-2-ylcarbamoyl)-3,4-dihydroisoquinolin-2(1H)-yl]-3-[3-(cyclohexylmethoxy)-2-methylphenyl]pyridine-2-carboxylic acid S1C(=NC2=C1C=CC=C2)NC(=O)C=2C=CC=C1CCN(CC21)C2=CC=C(C(=N2)C(=O)O)C2=C(C(=CC=C2)OCC2CCCCC2)C